C(C1=CC=CC=C1)OC(=O)N[C@@H]1C(N(C2=C(OC1)C=CC=C2)CC(=O)OCC)=O (S)-ethyl 2-(3-(benzyloxycarbonylamino)-4-oxo-3,4-dihydrobenzo[b][1,4]oxazepin-5(2H)-yl)acetate